ClC=1C=C(C(=O)N2CC=3C(=NN4C3C(N(C[C@H]4C(=O)N)[C@H](C)C=4C=NC(=CC4)OC(F)F)=O)C[C@H]2C)C=CC1Cl |o1:20| (3R,7S)-2-(3,4-Dichlorobenzoyl)-9-((R*)-1-(6-(difluoromethoxy)pyridin-3-yl)ethyl)-3-methyl-10-oxo-1,2,3,4,7,8,9,10-octahydropyrido[4',3':3,4]pyrazolo[1,5-a]pyrazine-7-carboxamide